6-(4-(4-isopropylpiperazin-1-yl)phenyl)-1,4-dimethyl-2-(4-(methylsulfonyl)phenyl)-1H-imidazo[4,5-c]pyridine C(C)(C)N1CCN(CC1)C1=CC=C(C=C1)C1=CC2=C(C(=N1)C)N=C(N2C)C2=CC=C(C=C2)S(=O)(=O)C